C(C)N(CCC)CC diethyl-n-Propylamine